5-(methoxymethyl)-2-nitrobenzoic acid methyl ester COC(C1=C(C=CC(=C1)COC)[N+](=O)[O-])=O